FC1=C(C=C(C=C1)NC(C=C)=O)OC1=CC=CC=2N1N=C(N2)NC=2C=NN(C2)C N-(4-fluoro-3-(2-(1-methyl-1H-pyrazol-4-ylamino)-[1,2,4]triazolo[1,5-a]pyridin-5-yloxy)phenyl)acrylamide